C(=S)O.C1(=CC=CC=C1)C=1OC=CC1 phenyl-furan thioformate